4-[1-[3,5-dichloro-4-(3-chloropropoxy)phenyl]-1-methyl-ethyl]phenol ClC=1C=C(C=C(C1OCCCCl)Cl)C(C)(C)C1=CC=C(C=C1)O